BrC1(C=C)C(C(=CC=C1)Br)Br 1,2,3-tribromostyrene